(S)-2-methoxy-N-(6-(5-(trifluoromethyl)-6,7-dihydro-5H-pyrrolo[2,1-c][1,2,4]triazol-3-yl)pyridin-2-yl)nicotinamide COC1=C(C(=O)NC2=NC(=CC=C2)C=2N3C(=NN2)CC[C@H]3C(F)(F)F)C=CC=N1